{1-{1-[3-fluoro-2-(trifluoromethyl)isonicotinoyl]piperidin-4-yl}-3-[4-(7H-pyrrolo[2,3-d]pyrimidin-4-yl)-1H-pyrazol-1-yl]azetidin-3-yl}acetonitrile FC1=C(C(=O)N2CCC(CC2)N2CC(C2)(N2N=CC(=C2)C=2C3=C(N=CN2)NC=C3)CC#N)C=CN=C1C(F)(F)F